14-Chloro-4-fluoro-15-hydroxy-17,17-dioxo-10,21-dioxa-17λ6-thia-18-azapentacyclo[17.6.1.112,16.02,7.020,24]heptacosa-1(26),2(7),3,5,12,14,16(27),19,24-nonaen-11-one ClC=1C=C2C(OCCC=3C=CC(=CC3C=3C=C4CCOC4=C(NS(C(C1O)=C2)(=O)=O)C3)F)=O